m-methylphenoxypropoxyphosphine chloride [Cl-].CC=1C=C(OCCCOP)C=CC1